triphenyltin hydroxide C1(=CC=CC=C1)[Sn](C1=CC=CC=C1)(C1=CC=CC=C1)O